3-(4-{8-amino-3-methyl-5-[4-(methylamino)cyclohex-1-en-1-yl]imidazo[1,5-a]pyrazin-1-yl}-3-fluorophenyl)-1-[3-(trifluoromethyl)phenyl]urea NC=1C=2N(C(=CN1)C1=CCC(CC1)NC)C(=NC2C2=C(C=C(C=C2)NC(NC2=CC(=CC=C2)C(F)(F)F)=O)F)C